4-(tert-butoxycarbonylamino)-phenylboronic acid C(C)(C)(C)OC(=O)NC1=CC=C(C=C1)B(O)O